C1(=C(C=CC=C1)C1(C=CC2=C(SC3=C2SC2=C3C=CC(=C2)N(C2=C(C=CC=C2)C)C2=C(C=CC=C2)C)C1)NC1=C(C=CC=C1)C)C 2,N2,N7,N7-tetra-o-tolylbenzo[b]benzo[4,5]thieno[2,3-d]thiophene-2,7-diamine